(1R,2S,5S)-3-(2-(Azepan-1-yl)acetyl)-6,6-dimethyl-N-((S)-1-oxo-3-((S)-2-oxopyrrolidin-3-yl)propan-2-yl)-3-azabicyclo[3.1.0]hexane-2-carboxamide N1(CCCCCC1)CC(=O)N1[C@@H]([C@H]2C([C@H]2C1)(C)C)C(=O)N[C@H](C=O)C[C@H]1C(NCC1)=O